[3-[6-[(1R)-2-[(3R)-3-benzyloxybutoxy]-1-methyl-ethoxy]-2-pyridyl]-1-tetrahydropyran-2-yl-indazol-5-yl]oxy-tert-butyl-dimethyl-silane C(C1=CC=CC=C1)O[C@@H](CCOC[C@H](OC1=CC=CC(=N1)C1=NN(C2=CC=C(C=C12)O[Si](C)(C)C(C)(C)C)C1OCCCC1)C)C